C(CCCC)(=O)OC[C@H]1C([C@H](C[C@@H]1O)N1C=2N=C(NC(C2N=C1)=O)N)=C ((1R,3S,5S)-3-(2-amino-6-oxo-1H-purin-9(6H)-yl)-5-hydroxy-2-methylenecyclopentyl)methyl pentanoate